ClC1=CC(=C(C=C1)[C@@]1(OC2=C(C=CC=C2C=C1)C1CCN(CC1)CC1=NC=2C(=NC(=CC2)C(=O)OC)N1C[C@H]1OCC1)C)OC([2H])([2H])[2H] Methyl 2-((4-((R)-2-(4-chloro-2-(methoxy-d3) phenyl)-2-methyl-2H-chromen-8-yl) piperidin-1-yl) methyl)-3-(((S)-oxetan-2-yl) methyl)-3H-imidazo[4,5-b]pyridine-5-carboxylate